9-bromo-3-methyl-1-(tetrahydro-2H-pyran-4-yl)pyrazolo[1,5-c]Quinazolin-2(3H)-one BrC1=CC=2C=3N(C=NC2C=C1)N(C(C3C3CCOCC3)=O)C